FC1=C(C=C(C=C1)C)C(C)NC1N=CN=CN1C1CCOCC1 ((1-(2-Fluoro-5-methylphenyl)ethyl)amino)-3-(tetrahydro-2H-pyran-4-yl)-1,3,5-triazine